FC(S(=O)(=O)OC1=NN(C(C2=CC=CC=C12)=O)C1=C(C=CC=C1)C(F)(F)F)(F)F 4-oxo-3-(2-(trifluoromethyl)phenyl)-3,4-dihydrophthalazin-1-yl trifluoromethanesulfonate